FC1=CC=2C(C=C(OC2C2=C1N(C(=N2)C(F)(F)F)C)C2=NC=CC=C2)=O 4-fluoro-3-methyl-8-(pyridin-2-yl)-2-(trifluoromethyl)chromeno[7,8-d]imidazol-6(3H)-one